CS(=O)(=O)OCCN1N=CC(=C1)C=1C=C2C(=NC=NN2C1)C1=CC(=C(C=C1)CNC(=O)C1=NOC(=N1)C(C)(C)C)C 2-(4-(4-(4-((5-(tert-butyl)-1,2,4-oxadiazole-3-carboxamido)methyl)-3-methylphenyl)pyrrolo[2,1-f][1,2,4]triazin-6-yl)-1H-pyrazol-1-yl)ethyl methanesulfonate